OCC1C2C3C4C=CC(C3C(C1CO)C2)C4 4,5-dihydroxymethyl-tetracyclo[6.2.1.13,6.02,7]Dodec-9-ene